9-{4-[2,4-bis(trifluoromethyl)phenoxy]phenyl}-3,4,6,7,8,9-hexahydropyrido[2,1-c][1,2,4]thiadiazine 2,2-dioxide FC(C1=C(OC2=CC=C(C=C2)C2CCCN3C2=NS(CC3)(=O)=O)C=CC(=C1)C(F)(F)F)(F)F